N[C@@H]1CN(CCC1)C(=O)OC(C)(C)C tert-butyl 3-(S)-aminopiperidine-1-carboxylate